4-methoxy-N-((S)-4-methyl-1-oxo-1-(((S)-3-oxo-1-((S)-2-oxopyrrolidin-3-yl)-4-(2,3,6-trifluorophenoxy)butan-2-yl)amino)pentan-2-yl)-1H-indole-2-carboxamide COC1=C2C=C(NC2=CC=C1)C(=O)N[C@H](C(N[C@@H](C[C@H]1C(NCC1)=O)C(COC1=C(C(=CC=C1F)F)F)=O)=O)CC(C)C